Cl.ClC=1N=C(C2=C(N1)C(=CS2)C=2CNCC2)N2[C@@H](COCC2)C (R)-4-(2-chloro-7-(2,5-dihydro-1H-pyrrol-3-yl)thieno[3,2-d]pyrimidine-4-yl)-3-methylmorpholine hydrochloride